C(=O)(OCC1C2=CC=CC=C2C2=CC=CC=C12)C1(C(C(=CC=C1)C(CCl)=O)CN)CN 1-(Fmoc)-3-(2-chloroacetyl)-phenylenedimethanamine